tert-Butyl (2-((5-bromo-3-nitropyridin-2-yl)oxy)ethyl)(2,2,2-trifluoroethyl)carbamate BrC=1C=C(C(=NC1)OCCN(C(OC(C)(C)C)=O)CC(F)(F)F)[N+](=O)[O-]